(4S)-4-[[3-[2-(dimethylamino)ethyl]-1H-indol-5-yl]methyl]-1,3-oxazolidin-2-one CN(CCC1=CNC2=CC=C(C=C12)C[C@@H]1NC(OC1)=O)C